O=C1N(C(C=C1)=O)CCCCNC(=O)NCC1=CC(=C(C=C1)CO)[N+](=O)[O-] 1-(4-(2,5-dioxo-2,5-dihydro-1H-pyrrol-1-yl)butyl)-3-(4-(hydroxymethyl)-3-nitrobenzyl)urea